7-[4-methoxy-2-(5-methylthiazol-2-yl)-5-[(1S,2S,6R,8S)-2,9,9-trimethyl-3,5-dioxa-4-boratricyclo[6.1.1.02,6]dec-4-yl]phenyl]cinnolin-4-amine COC1=CC(=C(C=C1B1O[C@]2([C@@H]3C([C@H](C[C@H]2O1)C3)(C)C)C)C3=CC=C1C(=CN=NC1=C3)N)C=3SC(=CN3)C